3-[1-oxo-4-[2-[[1-(4-piperidyl)-4-piperidyl]oxy]ethylamino]isoindolin-2-yl]piperidine-2,6-dione O=C1N(CC2=C(C=CC=C12)NCCOC1CCN(CC1)C1CCNCC1)C1C(NC(CC1)=O)=O